2-(3-(1-(2H-1,2,3-triazol-2-yl)cyclopropyl)-1-cyclopropyl-1H-pyrazol-5-yl)-N4-ethyl-5-(trifluoromethyl)pyrimidine-2,4-diamine N=1N(N=CC1)C1(CC1)C1=NN(C(=C1)C1(NC=C(C(=N1)NCC)C(F)(F)F)N)C1CC1